ethyl-carbazole C(C)C1=CC=CC=2C3=CC=CC=C3NC12